2-amino-2-(hydroxymethyl)butanamide hydrochloride Cl.NC(C(=O)N)(CC)CO